FC1=CC(=CC=2N(C(=NC21)C2=NON=C2C)CC=2N=NC=CC2)F 3-(4,6-difluoro-1-(pyridazin-3-ylmethyl)-benzoimidazol-2-yl)-4-methyl-1,2,5-oxadiazole